N-((3-Methyl-5-((5-(trifluoromethyl)pyridin-2-yl)amino)phenyl)sulfonyl)-2-(naphthalen-2-yloxy)acetamide CC=1C=C(C=C(C1)NC1=NC=C(C=C1)C(F)(F)F)S(=O)(=O)NC(COC1=CC2=CC=CC=C2C=C1)=O